ClC1=C(C=CC(=C1NC=1C(=C2C(N(C=NC2=CC1)C([2H])([2H])[2H])=O)C)F)NS(=O)(=O)CCC N-(2-chloro-4-fluoro-3-((5-methyl-3-(methyl-d3)-4-oxo-3,4-dihydroquinazolin-6-yl)amino)phenyl)propane-1-sulfonamide